ClC1=C2C(=CC(=C1)O2)Br 2-chloro-6-bromo-1,4-phenylene ether